Ytterbium(III) oxide [O-2].[Yb+3].[O-2].[O-2].[Yb+3]